NC1=CC(=C(C=C1)C(=O)N1CC(C1)O)Cl (4-AMINO-2-CHLOROPHENYL)(3-HYDROXY-AZETIDIN-1-YL)METHANONE